rac-tert-butyl ((1r,3r)-3-hydroxycyclobutyl)carbamate OC1CC(C1)NC(OC(C)(C)C)=O